OCCCCN1C(C2=NC(=CC=C2C1=O)C1=CNC2=C(C=CC=C12)C#N)(C)C 3-(6-(4-hydroxybutyl)-7,7-dimethyl-5-oxo-6,7-dihydro-5H-pyrrolo[3,4-b]pyridin-2-yl)-1H-indole-7-carbonitrile